CC1(OCC(CO1)CS)C (2,2-dimethyl-1,3-dioxan-5-yl)methyl mercaptan